tert-butyl (1-(5-((4-(bis(4-methoxybenzyl)amino)-2-(((S)-pentan-2-yl)oxy) imidazo[2,1-f][1,2,4]triazin-7-yl)(hydroxy)methyl)-3-methylpyridin-2-yl)piperidin-4-yl)carbamate COC1=CC=C(CN(C2=NC(=NN3C2=NC=C3C(C=3C=C(C(=NC3)N3CCC(CC3)NC(OC(C)(C)C)=O)C)O)O[C@@H](C)CCC)CC3=CC=C(C=C3)OC)C=C1